C12N(CC(CC1)C2)C2=C1C=CN(C(C1=CN=C2)=O)CC2=CC=C1C=C(NC1=C2)CNCC2CCC2 5-(2-azabicyclo[2.2.1]heptan-2-yl)-2-[[2-[(cyclobutylmethylamino)methyl]-1H-indol-6-yl]methyl]-2,7-naphthyridin-1-one